FC(C=1C(=C(C=CC1)[C@@H](C)NC=1C2=C(N=C(N1)C)C=NC(=C2)N2CCN(CC2)C(CNC)=O)F)F 1-{4-[4-({(1R)-1-[3-(difluoromethyl)-2-fluorophenyl]ethyl}amino)-2-methylpyrido[3,4-d]pyrimidin-6-yl]piperazin-1-yl}-2-(methylamino)ethan-1-one